C(CC(C)C)NC(=O)N1C=NC2=C1C=CC=C2N2CC1N(CC2)C(CC1)=O N-iso-Pentyl-4-(6-oxohexahydropyrrolo[1,2-a]pyrazin-2(1H)-yl)-1H-benzo[d]imidazole-1-carboxamide